(S)-3-((2-methylpiperazin-1-yl)methyl)pyridazine hydrochloride Cl.C[C@@H]1N(CCNC1)CC=1N=NC=CC1